3-((2-aminopyridin-4-yl)methoxy-d2)-5-bromopyrazin-2-amine NC1=NC=CC(=C1)C(OC=1C(=NC=C(N1)Br)N)([2H])[2H]